(5-((4-((1H-pyrazol-1-yl)methyl)benzyl)oxy)pyridazin-3-yl)-2'-oxospiro[cyclopropane-1,3'-indoline]-2-carboxamide N1(N=CC=C1)CC1=CC=C(COC=2C=C(N=NC2)N2C(C3(C4=CC=CC=C24)C(C3)C(=O)N)=O)C=C1